N-(6-amino-5-ethylpyridin-3-yl)-2-((2R,5S)-2-(3-cyano-2-(1-methylpiperidin-4-yl)quinolin-7-yl)-5-methylpiperidin-1-yl)-2-oxoacetamide NC1=C(C=C(C=N1)NC(C(=O)N1[C@H](CC[C@@H](C1)C)C1=CC=C2C=C(C(=NC2=C1)C1CCN(CC1)C)C#N)=O)CC